CS(=O)(=O)C1CO1 2-(methylsulfonyl)-ethylene oxide